alpha-D-mannfuranose O[C@@H]1[C@@H](O)[C@@H](O)[C@H](O1)[C@H](O)CO